5-(4-methoxyphenyl)-1,3-oxazol COC1=CC=C(C=C1)C1=CN=CO1